5-(4-(((5,6-dimethylpyridin-2-yl)amino)methyl)-2-fluoro-6-hydroxyphenyl)-1,2,5-thiadiazolidin-3-one 1,1-dioxide CC=1C=CC(=NC1C)NCC1=CC(=C(C(=C1)O)N1CC(NS1(=O)=O)=O)F